acetaminoanilinediazonium N(C(=O)C)N(C1=CC=CC=C1)[N+]#N